C1(CC1)C=1SC(=CN1)C=1C=C(C=CC1)N(C(=O)[C@@H]1CC[C@H](CC1)NC(COCCCO)=O)C[C@@H]1CC[C@H](CC1)C1=CC(=C(C=C1)OC)C trans-N-(3-(2-Cyclopropylthiazol-5-yl)phenyl)-4-(2-(3-hydroxypropoxy)acetamido)-N-((trans-4-(4-methoxy-3-methylphenyl)cyclohexyl)methyl)cyclohexanecarboxamide